N-(7-cyclopropyl-2,3-dihydrobenzofuran-5-yl)-4-iodo-2-(6-azaspiro[2.5]octan-6-yl)benzeneAmide C1(CC1)C1=CC(=CC=2CCOC21)NC(=O)C2=C(C=C(C=C2)I)N2CCC1(CC1)CC2